C(CC)SC(C)O propylthio-ethanol